FC1=CC(=C(C=C1)NC1=C(C(=O)OCC)C=CC(=N1)C(F)(F)F)C ethyl 2-((4-fluoro-2-methylphenyl)amino)-6-(trifluoro-methyl)-nicotinate